[N+](=O)([O-])C1=CC(=C(C(=O)Cl)C=C1)C(F)(F)F 4-nitro-2-(trifluoromethyl)benzoyl chloride